tert-butyl 3,3-difluoro-4-(4-nitrophenyl)piperidine-1-carboxylate tert-Butyl-4-(4-nitrophenyl)-3-oxo-piperidine-1-carboxylate C(C)(C)(C)OC(=O)N1CC(C(CC1)C1=CC=C(C=C1)[N+](=O)[O-])=O.FC1(CN(CCC1C1=CC=C(C=C1)[N+](=O)[O-])C(=O)OC(C)(C)C)F